C(=O)C1=C(C=CC=C1O)CCC(=O)O 3-(2-formyl-3-hydroxyphenyl)propionic acid